N-(4-(3,5-bis(trifluoromethyl)-1H-pyrazol-1-yl)phenyl)-4-methylbenzenesulfonamide FC(C1=NN(C(=C1)C(F)(F)F)C1=CC=C(C=C1)NS(=O)(=O)C1=CC=C(C=C1)C)(F)F